COC(C(C(O)C=1C=CC2=C(C=CO2)C1)Cl)=O methyl-3-(5-benzofuranyl)-2-chloro-3-hydroxypropionate